CN1NC=CC(=N1)C 2,4-dimethyl-triazine